COC(=O)C=1N(C=CC(C1OCC1=CC=CC=C1)=C=O)NC(=O)OC(C)(C)C 3-benzyloxy-1-Bocamino-4-carbonyl-1,4-dihydropyridine-2-carboxylic acid methyl ester